3,5-dibromo-1-methyl-1,2-dihydropyrazin-2-one BrC=1C(N(C=C(N1)Br)C)=O